The molecule is a semisynthetic penicillin antibiotic carrying a 3-(2-chlorophenyl)-5-methylisoxazole-4-carboxamido group at position 6. It has a role as an antibacterial agent and an antibacterial drug. It is a semisynthetic derivative, a penicillin allergen and a penicillin. It derives from an oxacillin. It is a conjugate acid of a cloxacillin(1-). CC1=C(C(=NO1)C2=CC=CC=C2Cl)C(=O)N[C@H]3[C@@H]4N(C3=O)[C@H](C(S4)(C)C)C(=O)O